10-(3-Cyanopropyl)-3,6-bis(dimethylamino)acridine iodide [I-].C(#N)CCCN1C=2C=C(C=CC2CC2=CC=C(C=C12)N(C)C)N(C)C